FC(CN1CCN(CC1)CC(F)(F)F)(F)F 1,4-bis(2,2,2-trifluoroethyl)piperazine